2-[(1-hydroxybut-3-en-2-yl)amino]benzonitrile OCC(C=C)NC1=C(C#N)C=CC=C1